CC1(O[C@H]2[C@@H](O1)[C@@H](C[C@@H]2OC2=C(C=C(C=C2)F)C(C)N)N2C=CC1=C2N=CN=C1C)C 1-(2-(((3aR,4S,6R,6aS)-2,2-dimethyl-6-(4-methyl-7H-pyrrolo[2,3-d]pyrimidin-7-yl)tetrahydro-4H-cyclopenta[d][1,3]dioxol-4-yl)oxy)-5-fluorophenyl)ethan-1-amine